BrC=1C=C(C=CC1)C1C(CNC1)C#N rac-4-(3-bromophenyl)pyrrolidine-3-carbonitrile